ClC[C@@H]1CN(C=2C=C(C3=C(C12)C=C(C=C3)OC)O)C(=O)C3=CC1=C([Se]3)C=CC(=C1)NC(CCN1CCOCC1)=O (S)-N-(2-(1-(chloromethyl)-5-hydroxy-8-methoxy-2,3-dihydro-1H-benzo[e]indole-3-carbonyl)benzo[b]selenol-5-yl)-3-morpholinopropanamide